OC=1C(=NC=CC1OC)C(=O)NC=1C=C2C=CC(=NC2=CC1)OC1=C(C=CC=C1)OC 3-hydroxy-4-methoxy-N-(2-(2-methoxyphenoxy)quinolin-6-yl)picolinamide